[Cl-].[Cl-].C(C)[SiH](CC)[Zr+2](C1C(=CC2=CC=CC=C12)CCCC)C1C(=CC2=CC=CC=C12)CCCC diethylsilyl-bis(butylindenyl)zirconium dichloride